i-propyl-tris(dimethylamino)tin C(C)(C)[Sn](N(C)C)(N(C)C)N(C)C